5-(4-bromophenyl)-5-(trifluoromethyl)imidazolidine-2,4-dione BrC1=CC=C(C=C1)C1(C(NC(N1)=O)=O)C(F)(F)F